1-(2-(dimethylamino)ethyl)-N1-methyl-N4-(4-(7-methyl-1H-indol-3-yl)pyrimidin-2-yl)benzene-1,2,4-triamine CN(CCC1(C(C=C(C=C1)NC1=NC=CC(=N1)C1=CNC2=C(C=CC=C12)C)N)NC)C